(R)-2-(1-((2-(((4-(4-morpholino-7H-pyrrolo[2,3-d]pyrimidin-6-yl)phenyl)amino)methyl)pyridin-4-yl)methyl)piperidin-3-yl)-2,3-dihydroisothiazole 1,1-dioxide O1CCN(CC1)C=1C2=C(N=CN1)NC(=C2)C2=CC=C(C=C2)NCC2=NC=CC(=C2)CN2C[C@@H](CCC2)N2S(C=CC2)(=O)=O